dibromo-benzoselenadiazole BrC=1C=CC2=C(N=N[Se]2)C1Br